NC=1C=2N(C=C(N1)C(=O)N)C1=C(N2)C=CC=C1 aminobenzo[4,5]imidazo[1,2-a]pyrazine-3-carboxamide